C(C)OCOC1=C(C=CC(=C1)OC)C1=NN=C(C=2CCCCC12)N[C@H]1CN(CCC1)C (R)-4-(2-(ethoxymethoxy)-4-methoxyphenyl)-N-(1-methylpiperidin-3-yl)-5,6,7,8-Tetrahydrophthalazin-1-amine